O1CCC(CC1)N1C2=C(OCC1)C=C(C=C2)NC(C)=O N-(4-(tetrahydro-2H-pyran-4-yl)-3,4-dihydro-2H-benzo[b][1,4]oxazin-7-yl)acetamide